tert-butyl 7-(6-aminopyridin-3-yl)-4,7-diazaspiro[2.5]octane-4-carboxylate NC1=CC=C(C=N1)N1CCN(C2(CC2)C1)C(=O)OC(C)(C)C